3-(diethylamino)propylisothiocyanate C(C)N(CCCN=C=S)CC